S(C=1C(=C(C=CC1)O)C)C=1C(=C(C=CC1)O)C thiobis(2-methylphenol)